COCC1=CC(=NO1)C1=NN=C2N1N=C(C1=CC=CC=C21)OCC2=NC=C(C(=O)NC1COC1)C=C2 6-[3-(5-methoxymethyl-isoxazol-3-yl)-[1,2,4]triazolo[3,4-a]phthalazin-6-yloxymethyl]-N-oxetan-3-yl-nicotinamide